[Cu].C(C)(=O)NCC(=O)O N-acetylglycine copper